3,3-Bis(4-chlorophenyl)-1-(1,3-dithian-2-yl)-2-phenyl-prop-2-en-1-one ClC1=CC=C(C=C1)C(=C(C(=O)C1SCCCS1)C1=CC=CC=C1)C1=CC=C(C=C1)Cl